Cl.FC=1C=C(C=CC1)[C@H](CNC(CC1CCC(CC1)NC(C(C)(C)C)=O)(C)C)O N-((1R,4r)-4-(2-(((R)-2-(3-Fluorophenyl)-2-hydroxyethyl)amino)-2-methylpropyl)cyclohexyl)pivalamide hydrochloride